6-chloro-1-(p-toluenesulfonyl)pyrrolo[2,3-b]Pyridine ClC1=CC=C2C(=N1)N(C=C2)S(=O)(=O)C2=CC=C(C)C=C2